8-(cyclobutylmethyl)-2-{[(1S)-1-{4-[(4,4-difluoropiperidin-1-yl)methyl]phenyl}ethyl]amino}pyrido[2,3-d]pyrimidin-7(8H)-one C1(CCC1)CN1C(C=CC2=C1N=C(N=C2)N[C@@H](C)C2=CC=C(C=C2)CN2CCC(CC2)(F)F)=O